(2R,3S)-N-((3S)-2-oxo-5-phenyl-2,3-dihydro-1H-1,4-benzodiazepin-3-yl)-3-(4,4,4-trifluorobutyl)-2-(3,3,3-trifluoropropyl)succinamide O=C1NC2=C(C(=N[C@@H]1NC([C@@H]([C@@H](C(=O)N)CCCC(F)(F)F)CCC(F)(F)F)=O)C1=CC=CC=C1)C=CC=C2